OC(CC=1SC(=CC1C(=O)N)C1=NC(=NC=C1C(F)(F)F)N[C@@H]1[C@@H](CN(CC1)S(=O)(=O)C=1C=NN(C1)C)C)(C)C 2-(2-hydroxy-2-methylpropyl)-5-(2-(((3R,4S)-3-methyl-1-((1-methyl-1H-pyrazol-4-yl)sulfonyl)piperidin-4-yl)amino)-5-(trifluoromethyl)pyrimidin-4-yl)thiophene-3-carboxamide